(2S,3R,4R,5S)-1-(2,6-difluoro-4-isopropylphenethyl)-2-(fluoromethyl)piperidine-3,4,5-triol FC1=C(CCN2[C@@H]([C@H]([C@@H]([C@H](C2)O)O)O)CF)C(=CC(=C1)C(C)C)F